C(=C)OC1C2C3CCCC3C(C1)C2 tricyclo[5.2.1.02,6]Decan-8-yl vinyl ether